N=1C=C(N2C1C=NC=C2)CN2CCC1=CC=C(C=C21)NC(C2=CC(=CC(=C2)C(F)(F)F)CN2CCN(CC2)C)=O N-(1-(imidazo[1,2-a]pyrazin-3-ylmethyl)indolin-6-yl)-3-((4-methylpiperazin-1-yl)methyl)-5-(trifluoromethyl)benzamide